1-(Thiazol-4-yl)ethan-1-one S1C=NC(=C1)C(C)=O